C(C=C)(=O)N1CC(N(CC1)C1=NC(=NC=2CC(CCC12)C1=CC(=CC2=CC=CC=C12)O)OCC1N(C(OC1)=O)C)C 4-(((4-(4-acryloyl-2-methylpiperazin-1-yl)-7-(3-hydroxynaphthalen-1-yl)-5,6,7,8-tetrahydroquinazolin-2-yl)oxy)methyl)-3-methyloxazolidin-2-one